3,4-dimethyl-5-((2-((tetrahydro-2H-pyran-2-yl)oxy)ethyl)sulfonyl)benzoic acid CC=1C=C(C(=O)O)C=C(C1C)S(=O)(=O)CCOC1OCCCC1